[Si](C1=CC=CC=C1)(C1=CC=CC=C1)(C(C)(C)C)OCC[C@@H]1[C@H](C1)CN1C(C2=CC=CC=C2C1=O)=O 2-(((1S,2R)-2-(2-((tert-butyldiphenylsilyl)oxy)ethyl)cyclopropyl)methyl)isoindoline-1,3-dione